1,1-bis-bromomethylcyclopropane BrCC1(CC1)CBr